FC=1C(=CC(=NC1)OC)C1=CC(=NN1COCC[Si](C)(C)C)C(=O)N1C(CC(CC1)C(=O)O)(C)C [5-(5-fluoro-2-methoxypyridin-4-yl)-1-[[2-(trimethylsilyl)ethoxy]methyl]pyrazole-3-carbonyl]-2,2-dimethylpiperidine-4-carboxylic acid